C(C(=C)C)(=O)OCCCOC(CCP(O)(=O)C1=CC=CC=C1)=O (3-(3-(methacryloyloxy)propoxy)-3-oxopropyl)phenylphosphinic acid